2-[4-[(1S)-2-[[(R)-[(2R)-8-cyano-1,2,3,4-tetrahydroquinoxalin-2-yl]-phenyl-methyl]-amino]-1-methyl-ethyl]phenyl]acetic acid C(#N)C=1C=CC=C2NC[C@@H](NC12)[C@@H](C1=CC=CC=C1)NC[C@@H](C)C1=CC=C(C=C1)CC(=O)O